3-{4-[5-(cyclopropylcarbamoyl)-4-fluoro-2-methylphenyl]-1H-pyrazol-1-yl}-7-methoxy-N,N-dimethylimidazo[1,2-a]pyridine-6-carboxamide C1(CC1)NC(=O)C=1C(=CC(=C(C1)C=1C=NN(C1)C1=CN=C2N1C=C(C(=C2)OC)C(=O)N(C)C)C)F